Cl.N1[C@@H](CC1)C#N (S)-azetidine-2-carbonitrile hydrochloride